FC(OC1=CC=C(C=C1)S(=O)(=O)C=1C=C2C=NN(C(C2=CC1)=O)CC1=NN(C=C1)C)F 6-((4-(difluoromethoxy)phenyl)sulfonyl)-2-((1-methyl-1H-pyrazol-3-yl)methyl)phthalazin-1(2H)-one